2,2'-dimethyl-6,6'-di-tert-butyl-4,4'-biphenol CC1=C(C(=CC(=C1)C1=CC(=C(C(=C1)C(C)(C)C)O)C)C(C)(C)C)O